3-chloro-7,8-dihydro-6H-cyclopenta[g]Isoquinoline-5-sulfonyl chloride ClC=1N=CC=2C=C3C(=C(C2C1)S(=O)(=O)Cl)CCC3